Phospholid P1[C-]=CC=C1